NC1=CC=C(CCNC(=O)C=2N=C(SC2)C#C)C=C1 N-(4-Aminophenethyl)-2-ethynyl-thiazole-4-carboxamide